methyl-1-(2,2,2-trifluoroethyl)imidazoline-2,4-dione CC1C(NC(N1CC(F)(F)F)=O)=O